methyleneFuran C=C1OC=CC1